2-(1-adamantyl)-4-ethylphenol C12(CC3CC(CC(C1)C3)C2)C2=C(C=CC(=C2)CC)O